pyrrolidin-2-one-3,4,5-d N1C(C(C(C1[2H])[2H])[2H])=O